FC([C@@H](C1=CC=C(C=C1)F)N1N=CC(=C1)C1=NC(=NC=C1)C1=C(C=2N(C=C1)N=C(N2)N)C)(C)F (R)-7-(4-(1-(2,2-difluoro-1-(4-fluorophenyl)propyl)-1H-pyrazol-4-yl)pyrimidin-2-yl)-8-methyl-[1,2,4]triazolo[1,5-a]-pyridin-2-amine